2-(4-isopropylpiperazin-1-yl)acetamide C(C)(C)N1CCN(CC1)CC(=O)N